[N+](=[N-])=CC(CC[C@@H](C(=O)OC(C)C)NC([C@@H](C=1N=COC1)O)=O)=O isopropyl (S)-6-diazo-2-((R)-2-hydroxy-2-(oxazol-4-yl)acetamido)-5-oxohexanoate